(E)-4-(dimethylamino)but-2-enoic acid HCl salt Cl.CN(C/C=C/C(=O)O)C